tert-Butyl 4-(3-aminobutyl)-2,2-dimethyl-pyrrolidine-1-carboxylate NC(CCC1CC(N(C1)C(=O)OC(C)(C)C)(C)C)C